dihexyl-bithiophene C(CCCCC)C=1C(=C(SC1)C=1SC=CC1)CCCCCC